methyl (1R,2S,3S,6R,7S)-4-azatricyclo[5.2.1.0^{2,6}]dec-8-ene-3-carboxylate [C@H]12[C@@H]3[C@H](NC[C@@H]3[C@H](C=C1)C2)C(=O)OC